O[C@@H](CNC)C=1C=C(C=CC1)O 3-[(1R)-1-hydroxy-2-(methylamino)ethyl]phenol